CC=1C(=NOC1C)NS(=O)(=O)C1=C(C=CC=C1)C1=C(C=C(C=C1)CN1C(=NC(=C1C(=O)O)C(C)(C)O)CCC)COCC 1-((2'-(N-(4,5-dimethylisoxazol-3-yl)sulfamoyl)-2-(ethoxymethyl)-[1,1'-biphenyl]-4-yl)methyl)-4-(2-hydroxypropan-2-yl)-2-propyl-1H-imidazole-5-carboxylic acid